ClC=1SC=C(N1)C(C(=O)O)F 2-(2-chloro-1,3-thiazol-4-yl)-2-fluoroacetic acid